S1C(=CC=C1)CN(C(CCCCCC(=O)N(CC=1SC=CC1)CC=1SC=CC1)=O)CC=1SC=CC1 N,N,N',N'-tetrakis(2-thienylmethyl)heptanediamide